ethyl 3-(difluoromethyl)-1,4-diphenyl-5-(trifluoromethyl)-4,5-dihydro-1H-1,2,4-triazole-5-carboxylate FC(C1=NN(C(N1C1=CC=CC=C1)(C(=O)OCC)C(F)(F)F)C1=CC=CC=C1)F